N1=CC=CC=2C=CCN(C12)C(=O)O [1,8]naphthyridine-8-carboxylic acid